C(C)(C)(C)OC(=O)N[C@H](C(=O)OC)[C@@H](C1=CC=CC=C1)O methyl (2s,3r)-2-((tert-butoxycarbonyl) amino)-3-hydroxy-3-phenylpropionate